diethyl(4-(4,4,5,5-tetramethyl-1,3,2-dioxaborolan-2-yl)phenyl)phosphine oxide C(C)P(C1=CC=C(C=C1)B1OC(C(O1)(C)C)(C)C)(CC)=O